CN(C1=C(C(=O)N[C@H]2C[C@H](CCC2)NC2=CC(=NC3=CC=CC=C23)C(F)(F)F)C=CC=C1)C 2-(dimethylamino)-N-[(1r,3s)-3-{[2-(trifluoromethyl)quinolin-4-yl]amino}cyclohexyl]benzamide